[(6-Amino-9-cyclopentyl-7-(3-hydroxyphenyl)-8-oxo-8,9-dihydro-7H-purin-2-yl)amino]-3-methoxy-N,N-dimethylbenzamid NC1=C2N(C(N(C2=NC(=N1)NC1=C(C(=O)N(C)C)C=CC=C1OC)C1CCCC1)=O)C1=CC(=CC=C1)O